(R)-N-((S)-1-(((R)-2-amino-6,7-dihydro-5H-cyclopenta[b]pyridin-5-yl)amino)-1-oxopropan-2-yl)-4-(p-tolyl)-1,2,5,6-tetrahydropyridine-2-carboxamide NC1=CC=C2C(=N1)CC[C@H]2NC([C@H](C)NC(=O)[C@@H]2NCCC(=C2)C2=CC=C(C=C2)C)=O